3-(1-oxo-5-(piperazin-1-ylmethyl)isoindolin-2-yl)piperidine O=C1N(CC2=CC(=CC=C12)CN1CCNCC1)C1CNCCC1